(S)-7-(2-((4-(3,4-dimethylpiperazin-1-yl)-2-ethylphenyl)amino)-5-(trifluoromethyl)pyrimidin-4-yl)-4-(oxetan-3-yl)-3,4-dihydrothieno[2,3-f][1,4]thiazepin-5(2H)-one 1,1-dioxide C[C@H]1CN(CCN1C)C1=CC(=C(C=C1)NC1=NC=C(C(=N1)C1=CC2=C(C(N(CCS2(=O)=O)C2COC2)=O)S1)C(F)(F)F)CC